CC1=NOC(=C1C=1C=C(OC2=C(C=C(C=C2)NC(CCN2CCCCC2)=O)C)C=C(C1)F)C N-(4-(3-(3,5-dimethylisoxazol-4-yl)-5-fluorophenoxy)-3-methylphenyl)-3-(piperidin-1-yl)propanamide